2-[4-(4-methoxyphenyl)-2-oxochromen-7-yl]oxoacetamide COC1=CC=C(C=C1)C1=CC(OC2=CC(=CC=C12)C(C(=O)N)=O)=O